CC1=C(C=NC(=C1)C(CC)=O)C=1C=2N(C3=CC(=NC=C3C1)NC(OC(C)(C)C)=O)C=CN2 tert-butyl N-[4-(4-methyl-6-propanoylpyridin-3-yl)imidazo[1,2-a]1,6-naphthyridin-8-yl]carbamate